dihydrokaempferol O1[C@@H]([C@@H](O)C(=O)C=2C(O)=CC(O)=CC12)C1=CC=C(O)C=C1